CCCCCCN1CCCC1=O N-hexyl-2-pyrrolidinone